2-(4-phenoxyphenyl)-6-(4-(piperazin-1-yl)piperidin-1-yl)nicotinamide O(C1=CC=CC=C1)C1=CC=C(C=C1)C1=C(C(=O)N)C=CC(=N1)N1CCC(CC1)N1CCNCC1